C(C)S(=O)(=O)O ethane-sulphonic acid